C/C/1=C\\CC/C(=C/C[C@]2(CC[C@@H]3[C@H](CC[C@]3([C@@H]2CC1)C)C(=C)C)C)/C The molecule is a tricyclic sesterterpene with formula C25H40 that is obtained from Aspergillus stellatus. It has a role as a fungal metabolite. It is a carbotricyclic compound, a sesterterpene and a polycyclic olefin.